C(C1=CC=C(NCC2=CN=C3N=C(N)NC(=O)C3=N2)C=C1)(=O)O.CC(C)=C1CCC(CC1)N1CCC(CC1)N1C(=C(C=2C1=NC=CC2)CN2CCCC2)CCNNS(=O)=O N-(2-(1-(1-(4-(propan-2-ylidene)cyclohexyl)piperidin-4-yl)-3-(pyrrolidin-1-ylmethyl)-1H-pyrrolo[2,3-b]pyridin-2-yl)ethyl)aminosulfonamide pteroate